C(C)N(CCCOC(=O)OC(CCOC(CCCCCCCC=CCC=CCCCCC)=O)CCCCCCCCCCCC)CC 3-(((3-(diethylamino)propoxy)carbonyl)oxy)pentadecyloctadeca-9,12-dienoate